(R)-3-(6'-hydroxy-2',4',6'-trimethyl-7'-oxo-6',7'-dihydrospiro[cyclopropane-1,5'-inden]-3'-yl)propyl (tert-butoxycarbonyl)glycinate C(C)(C)(C)OC(=O)NCC(=O)OCCCC1=C(C=C2C([C@](C3(C(=C12)C)CC3)(C)O)=O)C